tert-butyl (2S,6S)-4-(3-(5-(difluoromethyl)-1,3,4-thiadiazol-2-yl)-6-(N-(1-methylcyclopropyl)sulfamoyl)imidazo[1,2-a]pyridin-8-yl)-2,6-dimethylpiperazine-1-carboxylate FC(C1=NN=C(S1)C1=CN=C2N1C=C(C=C2N2C[C@@H](N([C@H](C2)C)C(=O)OC(C)(C)C)C)S(NC2(CC2)C)(=O)=O)F